1,1,2-trifluoro-2-Trifluoromethylcyclobutane FC1(C(CC1)(C(F)(F)F)F)F